F[C@@H]1CN2C(CC([C@@]2(C1)CO)[2H])=O (6S,7aR)-6-fluoro-7a-(hydroxymethyl)hexahydro-3H-pyrrolizin-3-one-d